CC1([C@@H]([C@H]1\C=C/C)C(=O)O)C (1R,3R)-2,2-dimethyl-3-[(1Z)-prop-1-en-1-yl]cyclopropanecarboxylic acid